6-(3-(2-hydroxypropane-2-yl)azetidin-1-yl)-4-(6-(6-((6-(methoxy-d3)pyridin-3-yl)methyl)-3,6-diazabicyclo[3.1.1]Heptan-3-yl)pyridin-3-yl)pyrazolo[1,5-a]pyridine-3-carbonitrile OC(C)(C)C1CN(C1)C=1C=C(C=2N(C1)N=CC2C#N)C=2C=NC(=CC2)N2CC1N(C(C2)C1)CC=1C=NC(=CC1)OC([2H])([2H])[2H]